C(C)OC(=O)C1(CC2(COC2)C1)C1=CC(=NC(=C1)Cl)Cl 6-(2,6-Dichloropyridin-4-yl)-2-oxaspiro[3.3]heptane-6-carboxylic acid ethyl ester